C(C)(C)(C)OC(=O)N1CC2CCC(C1)C21CN(C(C1)=O)C1=NC(=CN=C1)C(F)(F)F.[N+](=O)([O-])C=1C=NC=C(C1)C#C[Si](C)(C)C 3-nitro-5-((trimethylsilyl)ethynyl)pyridine tert-butyl-5'-oxo-1'-(6-(trifluoromethyl)pyrazin-2-yl)-3-azaspiro[bicyclo[3.2.1]octane-8,3'-pyrrolidine]-3-carboxylate